1-propyl-3-Methylimidazole C(CC)N1CN(C=C1)C